COC(=O)C1(C(C(=NN1C1=C(C=C(C=C1)F)Cl)C1=CC=C(C=C1)F)CCCC)C 4-butyl-1-(2-chloro-4-fluorophenyl)-3-(4-fluorophenyl)-5-methyl-4,5-dihydro-1H-pyrazole-5-carboxylic acid methyl ester